COC(C1=C(C(=CC(=C1)C1=CC=2N(C=C1)N=C(N2)N)F)C)=O 5-(2-amino-[1,2,4]triazolo[1,5-a]pyridin-7-yl)-3-fluoro-2-methylbenzoic acid methyl ester